1-(5-(aminomethyl)thiophen-2-yl)-2-((2-methyl-6-(piperidin-1-yl)quinazolin-4-yl)thio)ethan-1-one hydrochloride Cl.NCC1=CC=C(S1)C(CSC1=NC(=NC2=CC=C(C=C12)N1CCCCC1)C)=O